C1(=CC=CC2=CC=CC=C12)C(=O)OB1OC(C(O1)(C)C)(CCC)C (Ethyl 4,4,5,5-tetramethyl-1,3,2-dioxaborolan-2-yl) naphthalene-1-carboxylate